O=C1NC(CCC1C1=NN(C2=CC(=CC=C12)OCC(=O)NC=1C=NC=NC1)C)=O 2-((3-(2,6-dioxopiperidin-3-yl)-1-methyl-1H-indazol-6-yl)oxy)-N-(pyrimidin-5-yl)acetamide